2-((R)-2-(4-chlorophenyl)-2-methylbenzo[D][1,3]dioxol-4-yl)piperidine ClC1=CC=C(C=C1)[C@]1(OC2=C(O1)C=CC=C2C2NCCCC2)C